C(C)(C)(C)OC(NCC1=NNC(C2=C(C=C(C=C12)Cl)O)=O)=O (7-chloro-5-hydroxy-4-oxo-3,4-dihydro-phthalazin-1-yl)methylcarbamic acid tert-butyl ester